tert-butyl 7-bromo-8-chloro-1H,2H,3H-pyrido[2,3-b][1,4]oxazine-1-carboxylate BrC1=C(C2=C(OCCN2C(=O)OC(C)(C)C)N=C1)Cl